C1=NC=CC2=C1C1(C(O2)CCC1O)O 5a,6,7,8-tetrahydro-8aH-cyclopenta[4,5]furo[3,2-c]pyridine-8,8a-diol